tert-butyl (7RS)-7-[2-(dimethylamino)-2-oxoethyl]-2-(4-fluorophenyl)-3-(pyridin-4-yl)-6,7-dihydropyrazolo[1,5-a]pyrazine-5(4H)-carboxylate CN(C(C[C@@H]1CN(CC=2N1N=C(C2C2=CC=NC=C2)C2=CC=C(C=C2)F)C(=O)OC(C)(C)C)=O)C |r|